(3S,4S)-1-methyl-4-((5-methyl-4-(methylamino)-7,8-dihydro-6H-cyclopenta[b][1,8]naphthyridin-2-yl)amino)pyrrolidin-3-ol CN1C[C@@H]([C@H](C1)NC=1C=C(C=2C(=C3C(=NC2N1)CCC3)C)NC)O